C(C)N1C[C@@H](CCC1)NC=1N=NC(=C2C1SC=C2)C2=CC=C(C=C2)C(F)(F)F |r| (rac)-N-(1-ethyl-3-piperidyl)-4-[4-(trifluoromethyl)phenyl]thieno[2,3-d]pyridazin-7-amine